(sodiooxy)butyl (9Z)-octadec-9-enoate C(CCCCCCC\C=C/CCCCCCCC)(=O)OCCCCO[Na]